COC(CCC1=C(C=C(C=C1OCOC)OC)OCOC)=O 3-(4-methoxy-2,6-bis(methoxymethoxy)phenyl)propanoic acid methyl ester